1-(methylamino)-4-(2-methylpyridin-3-yl)-6-(trifluoromethyl)-3H-pyrido[1,2-c]pyrimidine CNC1=NCC(=C2N1C=CC(=C2)C(F)(F)F)C=2C(=NC=CC2)C